ClC1=CC(=CC=2N(C=NC21)C[C@@]2(C[C@]1(CN(C(O1)=O)C1=NC=C(N=C1)C(C)(C)O)CC[C@H]2F)C)C#N |r| Rac-4-chloro-1-(((5S,7S,8R)-8-fluoro-3-(5-(2-hydroxypropan-2-yl)pyrazin-2-yl)-7-methyl-2-oxo-1-oxa-3-azaspiro[4.5]decan-7-yl)methyl)-1H-benzo[d]imidazole-6-carbonitrile